CN1N=C(C2=CC=C(C=C12)N1CCC(CC1)CC1CCNCC1)C1C(NC(CC1)=O)=O 3-(1-methyl-6-(4-(piperidin-4-ylmethyl)piperidin-1-yl)-1H-indazol-3-yl)piperidine-2,6-dione